N-(pentan-3-yl)nicotinamide CCC(CC)NC(C1=CN=CC=C1)=O